(1-(2,4-diethyl-5-(5-(tetrahydrofuran-3-yl)-4H-1,2,4-triazol-3-yl)benzoyl)piperidin-4-yl)benzonitrile C(C)C1=C(C(=O)N2CCC(CC2)C2=C(C#N)C=CC=C2)C=C(C(=C1)CC)C1=NN=C(N1)C1COCC1